dicyanopyrazole C(#N)C1=CC(=NN1)C#N